CC(C)(C=1OC[C@H](N1)C1=CC=CC=C1)C=1OC[C@H](N1)C1=CC=CC=C1 (4R,4'R)-2,2'-(propane-2,2-diyl)bis(4-phenyl-4,5-dihydrooxazole)